NCCNCCC[Si](OC(C)C)(OC(C)C)OC(C)C N-(beta-aminoethyl)aminopropyltriisopropoxysilane